3-(3-{5-[(R)-(1,3-dimethyl-azetidin-3-yl)-hydroxy-(4-isopropyl-phenyl)-methyl]-pyridin-3-yl}-[1,2,4]Oxadiazol-5-yl)-1,3-dimethyl-pyrrolidin-2-one CN1CC(C1)(C)[C@@](C=1C=C(C=NC1)C1=NOC(=N1)C1(C(N(CC1)C)=O)C)(C1=CC=C(C=C1)C(C)C)O